(1-(3,3-difluoropropyl)-1H-pyrazolo[3,4-b]pyridin-6-yl)-4-iodo-2-(6-azaspiro[2.5]octan-6-yl)benzamide FC(CCN1N=CC=2C1=NC(=CC2)C=2C(=C(C(=O)N)C=CC2I)N2CCC1(CC1)CC2)F